C[C@H]1N(CCN(C1)CC1=CC(=CC=C1)OC1=NC=CC=N1)C(=O)OC=1C=NC=C(C1)C#N 5-Cyanopyridin-3-yl (R)-2-methyl-4-(3-(pyrimidin-2-yloxy)benzyl)piperazine-1-carboxylate